3,3,5,5-tetramethyl-benzidine CC1(CC(=CC(C1N)(C)C)C1=CC=C(N)C=C1)C